S-[4-[2-[4-(2-phenylethynyl)phenyl] ethynyl]-phenyl] thioacetate C(C)(=O)SC1=CC=C(C=C1)C#CC1=CC=C(C=C1)C#CC1=CC=CC=C1